C(C)NC1COC2=C1C=CC(=C2)C(F)(F)F ethyl-(6-trifluoromethyl-2,3-dihydrobenzofuran-3-yl)-amine